fluoro-4'-azidouridine F[C@@]1([C@H](O)[C@H](O)[C@@](CO)(O1)N=[N+]=[N-])N1C(=O)NC(=O)C=C1